3-(9-((4-(aminomethyl)-2,6-dimethylphenyl)carbamoyl)-4,5-dihydrobenzo[b]thieno[2,3-d]oxepin-8-yl)-6-((4,4-difluorocyclohexyl)carbamoyl)picolinic acid NCC1=CC(=C(C(=C1)C)NC(=O)C1=CC2=C(OCCC3=C2SC=C3)C=C1C=1C(=NC(=CC1)C(NC1CCC(CC1)(F)F)=O)C(=O)O)C